Br.N[C@@H](C(=O)O)CNC(=O)C1=CC2=NC=CC(=C2S1)Br (R)-2-amino-3-(7-bromothieno[3,2-b]pyridine-2-carboxamido)propionic acid HBr salt